ON=C(N)C1=NC=CC=C1[S@@](=O)C N'-hydroxy-3-[(S)-methylsulfinyl]pyridine-2-carboxamidine